(2Z)-but-2-ene-1,4-diyl diacetate C(C)(=O)OC\C=C/COC(C)=O